1-((di-tert-butoxy phosphoryl) oxy)-3-phenylpropyl acetate C(C)(=O)OC(CCC1=CC=CC=C1)OP(=O)(OC(C)(C)C)OC(C)(C)C